1-(2-chloropyrimidin-4-yl)-5-methyl-1H-pyrrole-3-carboxylic acid methyl ester COC(=O)C1=CN(C(=C1)C)C1=NC(=NC=C1)Cl